3-(4-methylphenyl)-4,5-dihydro-1H-pyrazole CC1=CC=C(C=C1)C1=NNCC1